C(C)(C)(C)OC(=O)NC1=CC=CC(=N1)C(=O)O 6-((t-Butoxycarbonyl)amino)picolinic acid